NC=1C=C(C(C#N)=CC1NCCC1=CC(=C(C=C1)O)O)C#N 4-amino-5-[2-(3,4-dihydroxyphenyl)ethylamino]-phthalonitrile